C(C)(=O)[O-].C(C)(=O)[O-].[Pt+2] platinum diacetate